(S)-ethyl 2-(5-(2-(5-ethyl-2-(4-methoxyphenyl)oxazol-4-yl)ethoxy)-2,3-dihydro-1H-inden-1-yl)acetate C(C)C1=C(N=C(O1)C1=CC=C(C=C1)OC)CCOC=1C=C2CC[C@H](C2=CC1)CC(=O)OCC